C12OCC(CC1)(CC2)CO[C@@H]([C@@H](COCC2CC(CC(O2)=O)(C)C)N)C 6-(((2R,3R)-3-(2-oxabicyclo[2.2.2]octan-4-ylmethoxy)-2-aminobutoxy)methyl)-4,4-dimethyltetrahydro-2H-pyran-2-one